N-(3-chloro-4-fluorophenyl)-N-(methyl-d3)acetamide ClC=1C=C(C=CC1F)N(C(C)=O)C([2H])([2H])[2H]